C(C)N1C2=NC(=NC(=C2N=C1CCCO)N1CCOCC1)N1N=C(C(=C1)C1=CC=CC=C1)OC 3-(9-ethyl-2-(3-methoxy-4-phenyl-1H-pyrazol-1-yl)-6-morpholino-9H-purin-8-yl)propan-1-ol